(2R,4S)-tert-butyl 4-(4-amino-3-((5,7-difluoro-2-methyl-1H-benzo[d]imidazol-6-yl)ethynyl)-1H-pyrazolo[4,3-c]pyridin-1-yl)-2-(methoxymethyl)pyrrolidine-1-carboxylate NC1=NC=CC2=C1C(=NN2[C@H]2C[C@@H](N(C2)C(=O)OC(C)(C)C)COC)C#CC=2C(=CC1=C(NC(=N1)C)C2F)F